(4-(N-(4-cyclohexylbenzyl)-2-phenylacetylamino)phenyl)boronic acid C1(CCCCC1)C1=CC=C(CN(C2=CC=C(C=C2)B(O)O)C(CC2=CC=CC=C2)=O)C=C1